(4-(2-Chloroethoxy)phenyl)trimethylsilane ethyl-5-ethoxy-2-(prop-1-yn-1-yl)-pyridine-4-carboxylate C(C)OC(=O)C1=CC(=NC=C1OCC)C#CC.ClCCOC1=CC=C(C=C1)[Si](C)(C)C